6-cyclopropyl-5-fluoro-N-[(4-methoxypyrimidin-5-yl)methyl]pyridine-3-carboxamide C1(CC1)C1=C(C=C(C=N1)C(=O)NCC=1C(=NC=NC1)OC)F